5-chloro-3-(4,4-difluoroazepan-1-yl)pyrazine-2-carboxylic acid ClC=1N=C(C(=NC1)C(=O)O)N1CCC(CCC1)(F)F